CC1=CCCOC12CCNCC2 5-Methyl-1-oxa-9-azaspiro[5.5]undec-4-ene